(5-bromo-2-methylphenyl)hydroxylamine BrC=1C=CC(=C(C1)NO)C